6-(7,7-difluoro-2-((2S,3R)-3-hydroxy-2-methylazetidin-1-yl)-6,7-dihydro-5H-cyclopenta[d]pyrimidin-4-yl)-6'-methyl-2H-spiro[benzofuran-3,3'-morpholin]-5'-one FC1(CCC2=C1N=C(N=C2C2=CC1=C(C=C2)C2(NC(C(OC2)C)=O)CO1)N1[C@H]([C@@H](C1)O)C)F